(((1,2,3,5,6,7-hexahydro-s-indacen-4-yl)carbamoyl)oxy)-3-(pyridin-2-yl)propionic acid ethyl ester C(C)OC(C(CC1=NC=CC=C1)OC(NC1=C2CCCC2=CC=2CCCC12)=O)=O